2-propanyl 4-{(2R,5aR,6R,7R,8aS)-7-hydroxy-6-[(E,3R)-3-hydroxy-4-phenoxy-1-buten-1-yl]octahydro-2H-cyclopenta[b]oxepin-2-yl}butanoate O[C@H]1[C@@H]([C@@H]2[C@@H](O[C@H](CCC2)CCCC(=O)OC(C)C)C1)\C=C\[C@H](COC1=CC=CC=C1)O